1-{2,7-dichloro-8-fluoropyrido[4,3-d]-pyrimidin-4-yl}-2,3,6,7-tetrahydroazepine ClC=1N=C(C2=C(N1)C(=C(N=C2)Cl)F)N2CCC=CCC2